BrC1=CC=C2C=CC=C(C2=C1)N=C(C1=CC=CC=C1)C1=CC=CC=C1 N-(7-bromo-1-naphthyl)-1,1-diphenyl-methanimine